1-[(2,3,4-trimethoxyphenyl)methyl]-piperazine hydrochloride Cl.COC1=C(C=CC(=C1OC)OC)CN1CCNCC1